C(CCCCCCCCCC(C)C)O i-tridecyl alcohol